diethyl (5'-methyl-4-(2-methyloctan-2-yl)-2'-(prop-1-en-2-yl)-[1,1'-biphenyl]-2,6-diyl) bis(benzylphosphonate) C(C1=CC=CC=C1)P(OCC)(OC1=C(C(=CC(=C1)C(C)(CCCCCC)C)OP(OCC)(=O)CC1=CC=CC=C1)C1=C(C=CC(=C1)C)C(=C)C)=O